N1C(=CCC=C1)C(=O)N 1,4-dihydropyridineamide